NC=1C=C(OC2=C(C=CC=C2)OC2=CC(=CC=C2)N)C=CC1 bis(3'-aminophenoxy)benzene